FC=1N(C2=CC=CC=C2C(C1C(=O)O)COC)C fluoro-4-(methoxymethyl)-1-methyl-1,4-dihydroquinoline-3-carboxylic acid